NC=1C2=C(N=CN1)N(C=C2C=2NC=CN2)[C@H]2[C@@H]([C@@H]([C@H](C2)CNCCCNCCC2=CC=CC=C2)O)O (1R,2S,3R,5R)-3-(4-amino-5-(1H-imidazol-2-yl)-7H-pyrrolo[2,3-d]pyrimidin-7-yl)-5-(((3-(phenethylamino)propyl)amino)methyl)cyclopentane-1,2-diol